N1C=NC(=C1)CCN 2-(1H-imidazole-4-yl)ethylamine